OC1CCC(CC1)N(CCCCCCCC(=O)N(CCCCCCCCCCCC)CCCCCCCC)CCCCCCCC(=O)N(CCCCCCCC)CCCCCCCCCCCC 8,8'-(((1S,4S)-4-hydroxycyclohex-yl)azanediyl)bis-(N-dodecyl-N-octyloctanamide)